C1(=CC=CC=C1)C1=NC2=CC=C(C=C2N=C1)C1=CC=CC=C1 2,6-diphenyl-quinoxaline